FC(OC1=CC2=CC=CC=C2C=C1B(O)O)(F)F 2-(TRIFLUOROMETHOXY)NAPHTHALENE-3-BORONIC ACID